ClC1=C(C=CC=C1)C#C 1-chloro-2-ethynylbenzene